C(C)(=O)OCC(=O)N1CC=2C(NC=3C(=C(C(=CC3C2C1)OC)Cl)Cl)=O 2-(6,7-dichloro-8-methoxy-4-oxo-1,3,4,5-tetrahydro-2H-pyrrolo[3,4-c]quinolin-2-yl)-2-oxoethyl acetate